ClC=1C(=C(C=CC1Cl)NC1=NC=NC2=CC(=C(C=C12)OC1CCC(CC1)CN1C2CN(C(C1)CC2)C=2C=C1CN(CC1=CC2)C2C(NC(CC2)=O)=O)OC)F 5-(5-((4-((4-((3,4-dichloro-2-fluorophenyl)amino)-7-methoxyquinazolin-6-yl)oxy)cyclohexyl)Methyl)-2,5-diazabicyclo[2.2.2]octan-2-yl)-2-(2,6-dioxopiperidin-3-yl)isoindoline